tert-butyl 3-(4,4,5,5-tetramethyl-1,3,2-dioxaborolan-2-yl)-8-azabicyclo[3.2.1]Oct-3-ene-8-carboxylate CC1(OB(OC1(C)C)C=1CC2CCC(C1)N2C(=O)OC(C)(C)C)C